N-ethyl-5-fluoro-2-[1-methyl-6-[(3R)-1-{[(1s,4s)-4-ethanesulfonamido-1-hydroxycyclohexyl]methyl}pyrrolidin-3-yl]-1H-indazol-4-yl]-N-(isopropyl)benzamide C(C)N(C(C1=C(C=CC(=C1)F)C1=C2C=NN(C2=CC(=C1)[C@@H]1CN(CC1)CC1(CCC(CC1)NS(=O)(=O)CC)O)C)=O)C(C)C